2,6-Anhydro-4-(5-bromo-6-chloro-3-cyano-2H-indazol-2-yl)-3,4,5-trideoxy-5-trifluoroacetamido-D-glycero-D-galacto-non-2-enonic acid BrC1=CC2=C(N(N=C2C=C1Cl)[C@H]1C=C(C(=O)O)O[C@H]([C@@H]1NC(C(F)(F)F)=O)[C@H](O)[C@H](O)CO)C#N